C(C)(C)(C)OC(=O)NO[C@@](C(=O)OC(C)(C)C)(C)[C@@H]1OC2=CC=C(C=C2CC1)C1N=C(NC1)SC tert-butyl (2S)-2-(((tert-butoxycarbonyl)amino)oxy)-2-((2R)-6-(2-(methylthio)-4,5-dihydro-1H-imidazol-4-yl)chroman-2-yl)propanoate